tert-butoxyoxygen C(C)(C)(C)O[O]